ClC1=C2C(=NC=C1)NCC2(C2CC2)C=2C=C(C=CC2)N2C(CN(CC2)CCCN2CCC(CC2)OC2=CC=C(C=C2)C2C(NC(CC2)=O)=O)=O 3-{4-[(1-{3-[4-(3-{4-chloro-3-cyclopropyl-1H-pyrrolo[2,3-b]pyridin-3-yl}phenyl)-3-oxopiperazin-1-yl]propyl}piperidin-4-yl)oxy]phenyl}piperidine-2,6-dione